4-Chloro-5-methylbenzo[d]isoxazol-3-amine ClC1=C(C=CC2=C1C(=NO2)N)C